O=C1NC(CCC1N1C(N(C2=C1C=CC=C2N2CCN(CC2)CC2CCC(CC2)OC[C@@H](C)NC(OC(C)(C)C)=O)C)=O)=O tert-butyl N-[(1R)-2-[4-[[4-[1-(2,6-dioxo-3-piperidyl)-3-methyl-2-oxo-benzimidazol-4-yl]piperazin-1-yl]methyl]cyclohexoxy]-1-methyl-ethyl]carbamate